CC(COC(=O)CCCC(OC(=O)OC1CC(N(C(C1)(C)C)C)(C)C)OC(=O)OC1CC(N(C(C1)(C)C)C)(C)C)(C)C1OCC2(CO1)COC(OC2)C(COC(=O)CCCC(OC(=O)OC2CC(N(C(C2)(C)C)C)(C)C)OC(=O)OC2CC(N(C(C2)(C)C)C)(C)C)(C)C 3,9-bis[1,1-dimethyl-2-{bis(1,2,2,6,6-pentamethyl-4-piperidinyloxycarbonyloxy)butylcarbonyloxy}ethyl]-2,4,8,10-tetraoxaspiro[5.5]undecane